O=C1NC(CCC1N1C(C2=CC=C(C=C2C1)NC(C1=CC=C(C=C1)C(F)(F)F)=O)=O)=O N-(2-(2,6-dioxopiperidin-3-yl)-1-oxoisoindolin-5-yl)-4-(trifluoromethyl)benzamide